N-(1-(2-bromo-5-fluorophenyl)ethyl)-5-fluoro-2-methoxy-N-methylnicotinamide BrC1=C(C=C(C=C1)F)C(C)N(C(C1=C(N=CC(=C1)F)OC)=O)C